N-(sec-butyl)octane-1,8-diamine C(C)(CC)NCCCCCCCCN